C(C)(C)(C)OC(=O)N[C@H]([C@@H](C)OCC1=CC=C(C=C1)/C=C/CCCC(=O)OC)CCC(N)=O Methyl (5E)-6-[4-([[(2R,3S)-3-[(tert-butoxycarbonyl)amino]-5-carbamoylpentan-2-yl]oxy]methyl)phenyl]hex-5-enoate